tert-butyl (1-(3-(4-(3-((2,6-dioxopiperidin-3-yl)carbamoyl)-2-fluorophenyl)piperazin-1-yl)propanoyl)piperidin-4-yl)carbamate O=C1NC(CCC1NC(=O)C=1C(=C(C=CC1)N1CCN(CC1)CCC(=O)N1CCC(CC1)NC(OC(C)(C)C)=O)F)=O